CSC(=CC=O)SC 3,3-dimethylthio-2-propen-1-one